3-((4-iodo-6-morpholinopyridin-2-yl)amino)-3-methylcyclobutan-1-ol IC1=CC(=NC(=C1)N1CCOCC1)NC1(CC(C1)O)C